C(=O)O.C(=O)O.CC1=C(N=CN1)C dimethyl-imidazole diformate